(2S,3S)-2-amino-N-[4-[3,5-dimethyl-1-(2-trimethylsilylethoxymethyl)-pyrazol-4-yl]phenyl]-3-methyl-4-(1-methylcyclopropyl)butanamide N[C@H](C(=O)NC1=CC=C(C=C1)C=1C(=NN(C1C)COCC[Si](C)(C)C)C)[C@H](CC1(CC1)C)C